(S)-2-chloro-1-fluoro-12-(((2R,7aS)-2-fluorotetrahydro-1H-pyrrolizin-7a(5H)-yl)methoxy)-4,5,5a,6,9,10-hexahydro-8H-7-oxa-3,10a,11,13-tetraazanaphtho[1,8-ab]heptalene ClC=1C(=C2N=C(N=C3C2=C(CC[C@H]2COCCCN32)N1)OC[C@]13CCCN3C[C@@H](C1)F)F